6-bromo-2,2-difluorobenzo[d][1,3]dioxol-5-amine BrC=1C(=CC2=C(OC(O2)(F)F)C1)N